N-(2-((2-aminoethyl)(methyl)amino)ethyl)acrylamide NCCN(CCNC(C=C)=O)C